7-(3-((Benzyloxy)methyl)-4-ethyl-5-oxo-4,5-dihydro-1H-1,2,4-triazol-1-yl)-3-(2-chloro-6-fluorophenyl)-6-fluoro-1-isopropyl-2-methyl-2,3-dihydroquinazolin-4(1H)-one C(C1=CC=CC=C1)OCC1=NN(C(N1CC)=O)C1=C(C=C2C(N(C(N(C2=C1)C(C)C)C)C1=C(C=CC=C1F)Cl)=O)F